C(#N)C=1C=C(C=CC1)C1=C2C(=NC=NC2=CC=C1NC(C=CC1N(CCC1)C)=O)NC1=C(C=CC=C1)F N-(5-(3-cyanophenyl)-4-((2-fluorophenyl)amino)quinazolin-6-yl)-3-(1-methylpyrrolidin-2-yl)acrylamide